Dibutyl-diphenyl-tin C(CCC)[Sn](C1=CC=CC=C1)(C1=CC=CC=C1)CCCC